3-(pyridin-4-yl)-2-[4-(trifluoromethoxy)phenyl]-4,5,6,7-tetrahydropyrazolo[1,5-a]pyrazine hydrochloride Cl.N1=CC=C(C=C1)C=1C(=NN2C1CNCC2)C2=CC=C(C=C2)OC(F)(F)F